3-fluoro-N-(2-((8-methyl-2-oxo-1,2,3,4-tetrahydroquinolin-6-yl)oxy)ethyl)benzamide FC=1C=C(C(=O)NCCOC=2C=C3CCC(NC3=C(C2)C)=O)C=CC1